diphenylbis[(difluorophenyl)pyridinyl]methane C1(=CC=CC=C1)C(C1=NC=CC=C1C1=C(C(=CC=C1)F)F)(C1=NC=CC=C1C1=C(C(=CC=C1)F)F)C1=CC=CC=C1